bis(3,6,8-tri-t-butyl-2-naphthyl)(4-sulfonylphenyl)phosphite C(C)(C)(C)C=1C(=CC2=C(C=C(C=C2C1)C(C)(C)C)C(C)(C)C)C1C(=C(C=CC1=S(=O)=O)P([O-])([O-])[O-])C1=CC2=C(C=C(C=C2C=C1C(C)(C)C)C(C)(C)C)C(C)(C)C